BrC=1C(=NN(C1CC=1C(=NC=CC1)C1=C(C=C(C=C1)F)[C@@H](C)OC=1C(=NC=C(C1)Br)[N+](=O)[O-])C(=O)N(C)C)CC1CC1 (R)-4-bromo-5-((2-(2-(1-((5-bromo-2-nitropyridin-3-yl)oxy)ethyl)-4-fluorophenyl)pyridin-3-yl)methyl)-3-(cyclopropylmethyl)-N,N-dimethyl-1H-pyrazole-1-carboxamide